Cl.Cl.CC1=C(C=CC=C1)NN (2-Methylphenyl)-hydrazine dihydrochloride